C1(CCCC1)[C@H](C)NCC1=C2C(=NC(=C1)C(=O)N)C=CN2 7-((((S)-1-cyclopentylethyl)amino)methyl)-1H-pyrrolo[3,2-b]pyridine-5-carboxamide